(S)-5-(3-bromo-4-(2-methoxyethoxy)phenyl)-6-methyl-3,6-dihydro-2H-1,3,4-oxadiazin-2-one BrC=1C=C(C=CC1OCCOC)C1=NNC(O[C@H]1C)=O